ClC=1C=NC=C(C1[C@@H](C)OC=1C=C2C(=NNC2=CC1)C=1C=CC(=NC1)C12CNCC(N1)C2)Cl (5-(5-((R)-1-(3,5-dichloropyridin-4-yl)ethoxy)-1H-indazol-3-yl)pyridin-2-yl)-3,6-diazabicyclo[3.1.1]Heptane